N1=CC=NC2=CC(=CC=C12)\C=C\1/N=C(NC1=O)NCC1=C(C=CC=C1)C(F)(F)F (4Z)-4-(quinoxalin-6-ylmethylene)-2-[[2-(trifluoromethyl)phenyl]methylamino]-1H-imidazol-5-one